COC=1C=CC(=NC1)C(=O)NC1=CC=C2CCN(CC2=C1)C(=O)C=1C=NC(=CC1)OC 5-Methoxy-N-[2-(6-methoxypyridine-3-carbonyl)-1,2,3,4-tetrahydroisoquinolin-7-yl]pyridine-2-carboxamide